O=C1N([C@@H](CC[C@@H]1NCCCC1=CC=CC=C1)C1=CC=CC=C1)CC(=O)OC |o1:3,6| methyl 2-((3S*,6S*)-2-oxo-6-phenyl-3-((3-phenylpropyl)amino) piperidin-1-yl)acetate